C(C=C)OC(=O)N[C@@H](CCCCN)C(=O)OCC1=CC=CC=C1 N-(allyloxycarbonyl)-O-benzyllysine